O[C@@H](C(=O)O)C(C)(C)C (R)-2-Hydroxy-3,3-dimethylbutyric acid